3,7-dimethyl-1,6-octadien-3-yl acetate (linalyl acetate) C(C)(C=C)(CCC=C(C)C)CC(=O)O.C(C)(=O)OC(C=C)(CCC=C(C)C)C